α-L-threofuranosyl-uracil [C@@H]1([C@H](O)[C@@H](O)CO1)C=1C(NC(NC1)=O)=O